ClC1=CC(=C(C(=C1)Cl)NC(=O)C=1N(N=C(C1)C(F)(F)F)C1=NC=CC=C1Cl)C(NS(CC)CC)=O N-[4,6-dichloro-2-[(diethyl-λ4-sulfanyl)-carbamoyl]-phenyl]-2-(3-chloro-2-pyridinyl)-5-(trifluoromethyl)pyrazole-3-carboxamide